IC1=C2C(=NC(=C1)N1CC3CCC(C1)O3)N(N=C2)C2=NNC=C2 3-(4-Iodo-1-(1H-pyrazol-3-yl)-1H-pyrazolo[3,4-b]pyridin-6-yl)-8-oxa-3-azabicyclo[3.2.1]octane